C(C1=CC=CC=C1)C1=NC2=C(N1)C=CC(=C2)C(=O)NCC2CCCCCC2 2-benzyl-N-(cycloheptylmethyl)-1H-benzoimidazole-5-carboxamide